C(C(=O)OCC=1C=CC=C2C=CC=NC12)(=O)OC methyl (quinolin-8-ylmethyl) oxalate